[8-(1,3-benzodioxol-4-yl)-3,8-diazabicyclo[3.2.1]octan-3-yl]-(2-chloro-4-fluoro-phenyl)methanone O1COC2=C1C=CC=C2N2C1CN(CC2CC1)C(=O)C1=C(C=C(C=C1)F)Cl